F[C@@H]1[C@@H](C1)C1=NC(=NO1)C1(CNCC1)C 5-[(1S,2S)-2-fluorocyclopropyl]-3-(3-methylpyrrolidin-3-yl)-1,2,4-oxadiazole